ClC1=NC=C(C2=CC=C(C=C12)OC)C1=C(C=CC=C1)Cl 1-chloro-4-(2-chlorophenyl)-7-methoxyisoquinoline